CC=1C=C(OCCNC(C(=O)NC2=CNC3=C2C=NC=C3)=O)C=CC1C N1-(2-(3,4-dimethylphenoxy)ethyl)-N2-(1H-pyrrolo[3,2-c]pyridin-3-yl)oxalamide